C(C)OC(CC1([C@@H]2CCC([C@H]12)=O)CC(=O)O)=O (1S,5R)-2-oxobicyclo[3.1.0]hexane-6,6-diacetic acid ethyl ester